C(C)(C)O[C@@H]1C[C@H](N(C1)C(CNC(CCCOC1=CC=CC=C1)=O)=O)C(=O)OC methyl (2S,4R)-4-isopropoxy-1-((4-phenoxybutanoyl)glycyl)pyrrolidine-2-carboxylate